C(C(O)CO)(=O)[O-].[Mn+2].[Cu+2].C(C(O)CO)(=O)[O-].C(C(O)CO)(=O)[O-].C(C(O)CO)(=O)[O-] copper manganese glycerate